(4S)-3,3-difluoro-tetrahydropyran FC1(COCCC1)F